1H-Imidazole-1-carboxylic acid, 2,4,6-trimethylphenyl ester N1(C=NC=C1)C(=O)OC1=C(C=C(C=C1C)C)C